3-(3-(naphthalen-1-yloxy)propyl)-7-(1,3,5-trimethyl-1H-pyrazol-4-yl)-1H-indole-2-carboxylic acid C1(=CC=CC2=CC=CC=C12)OCCCC1=C(NC2=C(C=CC=C12)C=1C(=NN(C1C)C)C)C(=O)O